(N-morpholinyl)methanone N1(CCOCC1)C=O